bis[4-(diethylsilyl)phenyl]ethylene C(C)[SiH](C1=CC=C(C=C1)C=CC1=CC=C(C=C1)[SiH](CC)CC)CC